7-fluoro-3-methoxy-2,3-dihydro-1H-indene-4-carbonitrile FC1=CC=C(C=2C(CCC12)OC)C#N